C1=CC=CC=2N(C3=CC=CC=C3N(C12)C1=CC=C(C#N)C=C1)C1=CC=C(C#N)C=C1 4,4'-(phenazine-5,10-diyl)dibenzonitrile